O=S oxygen-sulfide